(2S)-2-(((2S,5R)-2-(((tert-Butoxycarbonyl) amino) methyl)-3-methyl-7-oxo-1,6-diazabicyclo[3.2.1]oct-3-en-6-yl) oxy)-2-fluoroacetate C(C)(C)(C)OC(=O)NC[C@H]1N2C(N([C@H](C=C1C)C2)O[C@H](C(=O)[O-])F)=O